Cl.NC1CCN(CC1)C=1N(C(C(=C(N1)C1=CC=C(C=C1)C#N)C1=CC=C(OCC2=CC=C(C=C2)C=2C(=CC=CC2)C(=O)NO)C=C1)=O)C 4'-((4-(2-(4-aminopiperidin-1-yl)-4-(4-cyanophenyl)-1-methyl-6-oxo-1,6-dihydropyrimidin-5-yl)phenoxy)methyl)-N-hydroxy-[1,1'-biphenyl]-2-carboxamide hydrochloride